ClC1=C(C=C(C=C1)S(=O)(=O)C1=CC(=C(C=C1)N1C(NN=C1)=S)N1CCCC1)C(F)(F)F 4-(4-((4-chloro-3-(trifluoromethyl)phenyl)sulfonyl)-2-(pyrrolidin-1-yl)phenyl)-2,4-dihydro-3H-1,2,4-triazole-3-thione